2-methyl-3-(p-tert-butylphenyl)propanal CC(C=O)CC1=CC=C(C=C1)C(C)(C)C